(3R)-7-hydroxy-N-{(1S)-2-methyl-1-[(5-methyl-3,6-dihydropyridin-1(2H)-yl)methyl]Propyl}-1,2,3,4-tetrahydroisoquinoline-3-carboxamide OC1=CC=C2C[C@@H](NCC2=C1)C(=O)N[C@@H](C(C)C)CN1CCC=C(C1)C